S-(4-cyanophenyl) 2-oxo-2H-chromene-3-carbothioate O=C1OC2=CC=CC=C2C=C1C(SC1=CC=C(C=C1)C#N)=O